COC1=C(C(=CC=2CC[C@@H](C3=CC(C(=CC=C3C21)NC2=CC(=C(C=C2)Cl)C(F)(F)F)=O)NC(C)=O)OC)OC N-[(7S)-1,2,3-trimethoxy-9-oxo-10-[3-(trifluoromethyl)-4-chlorophenylamino]-5,6,7,9-tetrahydrobenzoheptalen-7-yl]acetamide